ClC1=NN(C2=NC(=NC=C21)Cl)CCCOC2=NN(C(=C2[N+](=O)[O-])CC)C=2C(=NC=CC2)C 3,6-dichloro-1-(3-((5-ethyl-1-(2-methylpyridin-3-yl)-4-nitro-1H-pyrazol-3-yl)oxy)propyl)-1H-pyrazolo[3,4-d]pyrimidine